NC1=CC(=C(C(=N1)C1=C(C=C2C(=NC=NC2=C1)C1(CCN(CC1)C(C=C)=O)C#N)Cl)C(F)(F)F)C 4-[7-[6-amino-4-methyl-3-(trifluoromethyl)-2-pyridinyl]-6-chloro-quinazolin-4-yl]-1-prop-2-enoyl-piperidine-4-carbonitrile